N-(4-{[6-chloro-2-(trifluoromethyl)quinolin-4-yl]amino}cyclohexyl)-2-(5-methoxy-2-methyl-1H-indol-3-yl)acetamide ClC=1C=C2C(=CC(=NC2=CC1)C(F)(F)F)NC1CCC(CC1)NC(CC1=C(NC2=CC=C(C=C12)OC)C)=O